C(N)(=O)C1=C(C(=CC=C1Cl)C)NC(=O)C=1N(N=C(C1)CC#N)C1=NC=CC=C1Cl N-(2-carbamoyl-chloro-6-methyl-phenyl)-2-(3-chloro-2-pyridyl)-5-(cyanomethyl)pyrazole-3-carboxamide